C1(C=CC=C1)[Ti](C1=C(C(=CC=C1F)N(CCOC)C(C(CCC)(C)C)=O)F)(C1=C(C(=CC=C1F)N(CCOC)C(C(CCC)(C)C)=O)F)C1C=CC=C1 bis(cyclopentadienyl)bis[2,6-difluoro-3-(N-(2-methoxyethyl)-2,2-dimethylpentanoylamino)phenyl]titanium